5-chloro-8-methoxyimidazo[1,5-a]quinazolin-7-ol ClC1=NC=2N(C3=CC(=C(C=C13)O)OC)C=NC2